5-(2,6-di-4-morpholinyl-4-pyrimidinyl)-4-(trifluoromethyl)-2-pyrimidinamine N1(CCOCC1)C1=NC(=CC(=N1)C=1C(=NC(=NC1)N)C(F)(F)F)N1CCOCC1